dinormal propylperoxydicarbonate C(CC)OC(=O)OOC(=O)OCCC